tert-butyl ((2-(2,6-dioxopiperidin-3-yl)-1-oxoisoindolin-4-yl)methyl)carbamate O=C1NC(CCC1N1C(C2=CC=CC(=C2C1)CNC(OC(C)(C)C)=O)=O)=O